2-(N-[4-Amino-5-[4-[2-(4-chloroanilino)-2-oxoethoxy]benzoyl]thiazol-2-yl]-4-fluoroanilino)propanamid NC=1N=C(SC1C(C1=CC=C(C=C1)OCC(=O)NC1=CC=C(C=C1)Cl)=O)N(C1=CC=C(C=C1)F)C(C(=O)N)C